4-(2-((4-chloro-3-nitrophenyl)sulfonamido)ethyl)piperazine-1-carboxylic acid tert-butyl ester C(C)(C)(C)OC(=O)N1CCN(CC1)CCNS(=O)(=O)C1=CC(=C(C=C1)Cl)[N+](=O)[O-]